C(C)(C)(C)OC(=O)N1CCC(CC1)(C1=NC(=CC=C1OC(C)C)C)O 4-hydroxy-4-(3-isopropoxy-6-methyl-2-pyridinyl)piperidine-1-carboxylic acid tert-butyl ester